8-chloro-5,6-diamino-11H-benzocycloheptapyridine ClC1=CC2=C(CC=C1)C=1C=CC=NC1C(=C2N)N